CC=1OC2=C(N1)C(=CC=C2C(C)=O)SC 1-(2-methyl-4-(methylthio)benzo[d]oxazol-7-yl)ethan-1-one